C(C1=CC=CC=C1)(=O)C1=CC=C(C(=O)NC2=CC(=NC=C2)C(=O)OC)C=C1 Methyl 4-(4-benzoylbenzamido)picolinate